N[C@@H]1[C@@H](CC(NC1)=O)NC(OC(C)(C)C)=O tert-butyl ((cis)-5-amino-2-oxopiperidin-4-yl)carbamate